(R)-3-bromo-4-fluoro-6-oxo-8,9,11a,12-tetrahydro-6H-pyrazino[2',1':3,4][1,4]diazepino[6,7,1-hi]indazole-10(11H)-carboxylic acid tert-butyl ester C(C)(C)(C)OC(=O)N1C[C@@H]2CN3N=CC4=C(C(=CC(=C34)C(N2CC1)=O)F)Br